2,2-difluoroethylhydrazine hydrochloride Cl.FC(CNN)F